potassium tri-sec-butylborohydride C(C)(CC)[BH-](C(C)CC)C(C)CC.[K+]